C1OC=CC2=CC=C3C(=C12)C=CC=C3 benzo[h]isochromene